OCC1=CC=C(C=C1)N1N=C(C(=C1)[N+](=O)[O-])C#N 1-[4-(Hydroxymethyl)phenyl]-4-nitro-pyrazole-3-carbonitrile